FC(C(C(C(F)(F)F)(F)F)(F)F)(F)OC(C=C)=O acrylic acid perfluorobutyl ester